CSC1=NC=CC(=C1C(=O)O)C(F)(F)F 2-(methylsulfanyl)-4-(trifluoromethyl)pyridine-3-carboxylic acid